2-((2-(diethylamino)ethyl)(isopropyl)amino)-1-ethanol C(C)N(CCN(CCO)C(C)C)CC